ClC1=C(C=C(C=C1)OC)C1NCC2=NN=C(N2C=2SC=3CC(CC3C12)C(=O)N1CCOCC1)C 9-(2-Chloro-5-methoxyphenyl)-3-methyl-13-(morpholine-4-carbonyl)-16-thia-2,4,5,8-tetraazatetracyclo-[8.6.0.02,6.011,15]hexadeca-1(10),3,5,11(15)-tetraene